CN1C2=NC(=NC(=C2N=C1C1=CC=NC=C1)N1CCN(CC1)C(C)=O)N/N=C/C1=CC(=CC=C1)C (E)-1-(4-(9-methyl-2-(2-(3-methylbenzylidene)hydrazinyl)-8-(pyridin-4-yl)-9H-purin-6-yl)piperazin-1-yl)ethanone